BrC(C(C(C)(C)C)=O)C1=CC=C(C=C1)F 1-bromo-1-(4-fluorophenyl)-3,3-dimethyl-butan-2-one